CC=1SC(=C(N1)C)C1=CC2=C(C=N1)CNC2=O 6-(2,4-dimethylthiazol-5-yl)-2,3-dihydro-1H-pyrrolo[3,4-c]pyridin-1-one